BrCC1=CC2=C(N=C(N=[N+]2[O-])NCCC(=O)OC(C)C)C=C1 7-(bromomethyl)-3-((3-isopropoxy-3-oxopropyl)amino)benzo[e][1,2,4]Triazine-1-oxide